((5-chloro-6-fluoropyridin-3-yl)sulfonyl)(thiazol-4-yl)carbamic acid tert-butyl ester C(C)(C)(C)OC(N(C=1N=CSC1)S(=O)(=O)C=1C=NC(=C(C1)Cl)F)=O